N1(CCC[C@H]2CCCC[C@H]12)C([C@@H](CC#N)N)=O (3R)-4-[(4aR,8aS)-3,4,4a,5,6,7,8,8a-octahydro-2H-quinolin-1-yl]-3-amino-4-oxo-butanenitrile